C(C)(=O)C1=CC(=C(C=N1)C=1C=2N(C3=C(C1)N=C(S3)NC(=O)C3CC3)C=CN2)C N-(5-(6-acetyl-4-methylpyridin-3-yl)imidazo[1,2-a]thiazolo[4,5-e]pyridin-2-yl)cyclopropanecarboxamide